FC(C(=O)O)(F)F.FC1=C(C(=CC(=C1)C1CC2(C1)CNCC2)O)N2CC(NS2(=O)=O)=O 5-(2-Fluoro-6-hydroxy-4-(6-azaspiro[3.4]oct-2-yl)phenyl)-1,2,5-thiadiazolidin-3-one 1,1-dioxide trifluoroacetate